BrC=1C(=CC(=NC1)N)OC(C)C 5-bromo-4-isopropoxy-pyridin-2-amine